trans-N-methyl-N-[3-[(6-(2-ethyl-5-fluoro-4-hydroxyphenyl)imidazo[1,5-a]pyridin-8-yl)oxy]cyclobutyl]prop-2-enamide CN(C(C=C)=O)[C@@H]1C[C@H](C1)OC=1C=2N(C=C(C1)C1=C(C=C(C(=C1)F)O)CC)C=NC2